(2E,6E,10E)-2-fluoro-3,7,11,15-tetramethylhexadeca-2,6,10,14-tetraen-1-ol F\C(\CO)=C(\CC\C=C(\CC\C=C(\CCC=C(C)C)/C)/C)/C